N-(benzo[d]isothiazol-3-yl)-3-fluorobenzamide S1N=C(C2=C1C=CC=C2)NC(C2=CC(=CC=C2)F)=O